Cl.NC(C(=O)N[C@@H](CCCC1=CC=CC=C1)B1OC(C(O1)(C)C)(C)C)COC 2-amino-3-methoxy-N-((R)-4-phenyl-1-(4,4,5,5-tetramethyl-1,3,2-dioxaborolan-2-yl)butyl)propanamide hydrochloride